N-(2-(3-chlorophenyl)propan-2-yl)-4-(5-methyl-2-((1-methyl-1H-pyrazol-5-yl)amino)pyrimidin-4-yl)oxazole-2-carboxamide ClC=1C=C(C=CC1)C(C)(C)NC(=O)C=1OC=C(N1)C1=NC(=NC=C1C)NC1=CC=NN1C